(R)-5-amino-N-((4-chloro-5-phenylpyridin-2-yl)methyl)-6-methyl-N-(5,6,7,8-tetrahydroquinolin-8-yl)-1H-pyrrolo[3,2-b]pyridine-2-carboxamide NC1=C(C=C2C(=N1)C=C(N2)C(=O)N([C@@H]2CCCC=1C=CC=NC21)CC2=NC=C(C(=C2)Cl)C2=CC=CC=C2)C